(7-{[2-(4-Chlorophenyl)imidazo[1,2-a]pyridin-3-yl]methyl}-3-oxa-7,9-diazabicyclo[3.3.1]non-9-yl)(2-fluorophenyl)methanone ClC1=CC=C(C=C1)C=1N=C2N(C=CC=C2)C1CN1CC2COCC(C1)N2C(=O)C2=C(C=CC=C2)F